BrC=1C=C(CN2N=C(N=C2N)NC2=CC=C(C=C2)C)C=CC1 1-(3-bromobenzyl)-N3-(4-methylphenyl)-1H-1,2,4-triazole-3,5-diamine